C1(=O)ONC2=CC=CC=C12 Azaphthalid